C(N)(=O)C1CC2(CN1C(CCC1CC1)=O)C(NCC1=CC=CC=C12)=O (2S)-1-(5'-carbamoyl-3-oxo-2,3-dihydro-1H-spiro[isoquinoline-4,3'-pyrrolidin]-1'-yl)-3-cyclopropyl-1-oxopropan